NC=1C=C(C2=C(C=C(O2)C)C1NC\C=C\CNC1=C(C=C(C=C1OCCCO[Si](C)(C)C(C)(C)C)C(N)=O)N)C(=O)N (E)-5-amino-4-((4-((2-amino-6-(3-((tert-butyldimethylsilyl)oxy)propoxy)-4-carbamoylphenyl)amino)but-2-en-1-yl)amino)-2-methylbenzofuran-7-formamide